Butylzinc bromide [Br-].C(CCC)[Zn+]